N-[(1S)-1-(dicyclopropylmethyl)-2-[[5-(4-ethyl-3-pyridyl)-6-fluoro-2-pyridyl]amino]-2-oxo-ethyl]-2-isopropyl-pyrazole-3-carboxamide C1(CC1)C([C@@H](C(=O)NC1=NC(=C(C=C1)C=1C=NC=CC1CC)F)NC(=O)C=1N(N=CC1)C(C)C)C1CC1